7-[2-(tert-butoxycarbonylamino)ethyl-(5-dodecanoyloxypentyl)amino]heptyl 2-octyldecanoate C(CCCCCCC)C(C(=O)OCCCCCCCN(CCCCCOC(CCCCCCCCCCC)=O)CCNC(=O)OC(C)(C)C)CCCCCCCC